C(C1=CC=CC=C1)OC(=O)N1CC(C1)CNC1=C(C=C(C=C1[N+](=O)[O-])C(=O)OC)OC 3-(((2-methoxy-4-(methoxycarbonyl)-6-nitrophenyl)amino)methyl)azetidine-1-carboxylic acid benzyl ester